C1(CC1)CCN1C(N(C(C12CCN(CC2)C(=O)OC(C)(C)C)=O)C2=NC=CC(=C2)C(F)(F)F)=O tert-butyl 1-(2-cyclopropylethyl)-2,4-dioxo-3-(4-(trifluoromethyl)pyridin-2-yl)-1,3,8-triazaspiro[4.5]decane-8-carboxylate